COC=1C(=C2C=CN(C2=C(C1)C)C(=O)O)CN1[C@@H](CC(CC1)C=1SC(=CC1)Cl)C1=CC=C(C=C1)C(=O)OC (S)-5-methoxy-4-((2-(4-(methoxycarbonyl)phenyl)-4-(5-chlorothien-2-yl)piperidin-1-yl)methyl)-7-methyl-1H-indole-1-carboxylic acid